O1C(=NC2=C1C=CC=C2)[C@@H]2C[C@H](CN2)O (3R,5S)-5-(Benzo[d]oxazol-2-yl)pyrrolidin-3-ol